6-(4-chlorophenyl)-N-[(2R)-1-hydroxypropan-2-yl]-2-(1-methyl-1H-pyrazol-4-yl)-3-oxo-2,3-dihydropyridazine-4-carboxamide ClC1=CC=C(C=C1)C=1C=C(C(N(N1)C=1C=NN(C1)C)=O)C(=O)N[C@@H](CO)C